Ethyl (R)-6-methyl-6-(trifluoromethyl)-4-(((trifluoromethyl)sulfonyl)oxy)-5,6-dihydro-2H-pyran-3-carboxylate C[C@@]1(CC(=C(CO1)C(=O)OCC)OS(=O)(=O)C(F)(F)F)C(F)(F)F